N-methyl-tertiary butylamine CNC(C)(C)C